O\N=C(\C1=CC=NC=C1)/Cl (Z)-N-hydroxyisonicotinimidoyl chloride